ClC1=C(C#N)C(=CC=C1)F 2-chloro-6-fluoro-benzonitrile